N1(CCOCC1)C1=NC(=NC(=C1)N1CCC(CC1)C(C)(O)C)NC=1SC(=C(N1)C)C(=O)OCC 2-[[4-[4-morpholinyl]-6-[4-[1-methyl-1-hydroxyethyl]-1-piperidinyl]-2-pyrimidinyl]amino]-4-methyl-5-thiazolecarboxylic acid, ethyl ester